C1(CC1)C=1C(=CC(=C(CN2CCC3(CN(C(N3)=O)C3=CC=C(C=C3)S(=O)(=O)N(CC3=CC=C(C=C3)OC)CC3=CC=C(C=C3)OC)CC2)C1)OCC)S(=O)(=O)C 4-(8-(5-cyclopropyl-2-ethoxy-4-(methylsulfonyl)benzyl)-2-oxo-1,3,8-triazaspiro[4.5]decan-3-yl)-N,N-bis(4-methoxybenzyl)benzenesulfonamide